tin antimony nickel terbium [Tb].[Ni].[Sb].[Sn]